CN(C1=NC2=CC(=C(C=C2C(=N1)N1CCC(CC1)CCO)OC)OC)C 2-(1-(2-(dimethylamino)-6,7-dimethoxyquinazolin-4-yl)piperidin-4-yl)ethan-1-ol